NC1=CC(C(NC1=NC=1C(=NN2C1C=CC(=C2C)C)NCCN2C=NC=C2)=NC=2C(=NN1C2C=CC(=C1C)C)NCCN1C=NC=C1)=N N3,N3'-(5-Amino-3-iminopyridin-2,6(1H,3H)-diyliden)bis{N2-[2-(1H-imidazol-1-yl)ethyl]-6,7-dimethylpyrazolo[1,5-a]pyridin-2,3-diamin}